5-Iododeoxyuridine IC=1C(NC(N([C@H]2C[C@H](O)[C@@H](CO)O2)C1)=O)=O